FC(C1=C(C=CC(=C1)C(F)(F)F)[C@@H](C)N1N=CC(=C1)NC(=O)C1=NOC(=C1)C=1C=NC=CC1)(F)F (R)-N-(1-(1-(2,4-bis(trifluoromethyl)phenyl)ethyl)-1H-pyrazol-4-yl)-5-(pyridin-3-yl)isoxazole-3-carboxamide